(1s,3s)-3-(2-(trifluoromethyl)-1H-benzo[d]imidazol-1-yl)cyclobutanol FC(C1=NC2=C(N1C1CC(C1)O)C=CC=C2)(F)F